ClC1=NC(=CN=C1)C1=CC(=CC=C1)OC1=C(C=CC=C1)OCC 2-chloro-6-(3-(2-ethoxyphenoxy)phenyl)pyrazine